C(C1=CC=CC=C1)N(CCCC(=O)OCC)CC1=CC=CC=C1 Ethyl 4-(dibenzylamino)butyrate